N-methyl-3-(1H-pyrazol-4-yl)pyrazolo[1,5-a]pyrimidin-5-amine CNC1=NC=2N(C=C1)N=CC2C=2C=NNC2